(2R,3R,4R,5S)-1-((4,4-dichlorophenyl)methyl)-2-methylpiperidine-3,4,5-triol ClC1(CC=C(C=C1)CN1[C@@H]([C@H]([C@@H]([C@H](C1)O)O)O)C)Cl